ClC1=CC=2C=C3N(CCN(C3)C(CCOCCC)=O)C2N=C1 1-(3-(3-chloro-8,9-dihydropyrido[3',2':4,5]pyrrolo[1,2-a]pyrazin-7(6H)-yl)-3-oxopropoxy)propan